C(C)(=O)N1CCC(CC1)C1=NC=NC=2N(C3=CC(=CC=C3C21)S(=O)(=O)NC2(CC2)C#N)C=2SC(=NN2)C(F)F 4-(1-acetylpiperidin-4-yl)-N-(1-cyanocyclopropyl)-9-(5-(difluoromethyl)-1,3,4-thiadiazol-2-yl)-9H-pyrimido[4,5-b]indole-7-sulfonamide